C(C1=CC=CC=C1)N(C(=O)OCC1=C(C=NN1C)C1=CC=C(C(=N1)C)O[C@@H]1C[C@H](CCC1)C(=O)O)C |r| (rac)-trans-3-((6-(5-(((benzyl(methyl)carbamoyl)oxy)methyl)-1-methyl-1H-pyrazol-4-yl)-2-methylpyridin-3-yl)oxy)cyclohexane-1-carboxylic acid